FC=1C(=NC=CC1OC)CNC(=O)C=1C(=NN(C1)CC1=CC=C(C=C1)CN1C(C=CC=C1)=O)COC N-[(3-Fluoro-4-methoxypyridin-2-yl)methyl]-3-(methoxymethyl)-1-({4-[(2-oxopyridin-1-yl)methyl]phenyl}methyl)pyrazole-4-carboxamide